2-amino-5-(2-hydroxyethyl)-6,7-dihydrothiazolo[5,4-c]pyridin-4(5H)-one NC=1SC=2C(N(CCC2N1)CCO)=O